ClC1=NC(=C2N=CN(C2=N1)[C@@H]1O[C@@H]([C@H]([C@H]1O)O)CO)N1C(C2=CC=CC=C2C1)C1=CC=CC=C1 (2R,3R,4S,5R)-2-[2-chloro-6-(1-phenylisoindolin-2-yl)purin-9-yl]-5-(hydroxymethyl)tetrahydrofuran-3,4-diol